6-(((1R,3S)-3-([1,2,4]triazolo[4,3-a]pyridin-3-yl)cyclohexyl)amino)-4-(oxetan-3-yloxy)nicotinonitrile N=1N=C(N2C1C=CC=C2)[C@@H]2C[C@@H](CCC2)NC2=NC=C(C#N)C(=C2)OC2COC2